C(C1=CC=CC=C1)(=O)ONS(=O)(=O)C1=CC=CC=C1 benzenesulfonylazanyl benzoate